N,2-dimethyl-pyrimidine-4-carboxamide CNC(=O)C1=NC(=NC=C1)C